(4-(4-methylthiazol-5-yl)benzyl)pyrrolidine 4-(Pyridin-3-yl)benzyl-5-acetyl-2,6-dimethyl-4-(thieno[2,3-b]pyridin-3-yl)-1,4-dihydropyridine-3-carboxylate N1=CC(=CC=C1)C1=CC=C(COC(=O)C2=C(NC(=C(C2C2=CSC3=NC=CC=C32)C(C)=O)C)C)C=C1.CC=1N=CSC1C1=CC=C(CN3CCCC3)C=C1